N1N=CC2=C(C3=C(C=C12)C=CC=C3)C3=NC=CC1=C3SC=3N=C(N=C(C31)N3CCOC[C@](C3)(O)C)OC[C@]31CCCN1C[C@@H](C3)F (6S)-4-(8-(1H-benzo[f]indazol-4-yl)-2-(((2R,7aS)-2-fluorotetrahydro-1H-pyrrolizin-7a(5H)-yl)methoxy)pyrido[4',3':4,5]thieno[2,3-d]pyrimidin-4-yl)-6-methyl-1,4-oxazepan-6-ol